[Si](C)(C)(C(C)(C)C)OC[C@H]1N(S(OC1)=O)C(=O)OC(C)(C)C tert-butyl (4R)-4-({[tert-butyl(dimethyl)silyl]oxy}methyl)-2-oxo-1,2λ4,3-oxathiazolidine-3-carboxylate